6-ethyl-4-((5-(2-fluoro-3-hydroxy-5-(trifluoromethyl)phenyl)-1,3,4-thiadiazol-2-yl)methyl)-4,6-diazaspiro[2.4]heptane-5,7-dione C(C)N1C(N(C2(CC2)C1=O)CC=1SC(=NN1)C1=C(C(=CC(=C1)C(F)(F)F)O)F)=O